N1(CC1)CCNS(=O)(=O)C=1C=C(C(=O)N(CCC)CCC)C=C(C1C)C 3-(N-(2-(aziridine-1-yl)ethyl)sulfamoyl)-4,5-dimethyl-N,N-dipropylbenzamide